(S)-N-(2-(3-(dimethylamino)pyrrolidin-1-yl)-5-((4-(7-fluoro-1H-indol-3-yl)-5-methoxypyrimidin-2-yl)amino)phenyl)acetamide CN([C@@H]1CN(CC1)C1=C(C=C(C=C1)NC1=NC=C(C(=N1)C1=CNC2=C(C=CC=C12)F)OC)NC(C)=O)C